5,8-dihydro-6H-pyrano[3,4-b]pyridine-2-carbonitrile N1=C2C(=CC=C1C#N)CCOC2